5-(piperidine-1-carbonyl)pyridin-2(1H)-one N1(CCCCC1)C(=O)C=1C=CC(NC1)=O